C(C1=CC=CC=C1)OC1C(CCC1)OC=1C=C2CN(C(C2=CC1)=O)C1C(NC(CC1)=O)=O 3-(5-((2-(benzyloxy)cyclopentyl)oxy)-1-oxoisoindolin-2-yl)piperidine-2,6-dione